6,6'-(4'-(trifluoromethyl)-[1,1':2',1''-terphenyl]-3,3''-diyl)bis(2,4-diphenyl-1,3,5-triazine) FC(C=1C=C(C(=CC1)C1=CC(=CC=C1)C1=NC(=NC(=N1)C1=CC=CC=C1)C1=CC=CC=C1)C1=CC(=CC=C1)C1=NC(=NC(=N1)C1=CC=CC=C1)C1=CC=CC=C1)(F)F